N-cyclopentyl-3-formyl-N,5-dimethyl-1H-indole-2-carboxamide C1(CCCC1)N(C(=O)C=1NC2=CC=C(C=C2C1C=O)C)C